C(#N)C=1C=C(C=CC1)C=1NC(=C(N1)C)C(=O)O 2-(3-cyanophenyl)-4-methyl-1H-imidazole-5-carboxylic acid